CC(CCCC(=O)[O-])CCCC(=C)C 3,7-dimethyloct-7-en-1-ylacetate